bis(2,3-dihydroxypropyl)-2,4,6-triiodo-5-[(methoxyacetyl)amino]-N-methyl-1,3-benzenedicarboxamide OC(CN(C(=O)C=1C(=C(C(=C(C1I)NC(COC)=O)I)C(=O)NC)I)CC(CO)O)CO